C1=NCC2=CC=CC=C12 3H-isoindol